ClC1=CC=C(C=C1)C1N(CCC(C1)N1C(NC2=C1C=CC=C2OC)=O)C(=O)N (4-chlorophenyl)-4-(4-methoxy-2-oxo-2,3-dihydro-1H-1,3-benzodiazol-1-yl)piperidine-1-carboxamide